FC(C=1C(=C(C=CC1)[C@@H](C)NC=1C2=C(N=C(N1)C)NC(C(=C2)C(=O)N(C)CC)=O)F)F (R)-4-(1-(3-(difluoromethyl)-2-fluorophenyl)ethylamino)-N-ethyl-N,2-dimethyl-7-oxo-7,8-dihydropyrido[2,3-d]pyrimidine-6-carboxamide